BrC=1C(=CC(=C(C1)C1=CC=C2C(=CN=NC2=C1)NCC1=C(C=C(C=C1)OC)OC)N1N=CC=C1)OCC(C)(C)O[Si](C)(C)C(C)(C)C 7-[5-BROMO-4-[2-[TERT-BUTYL(DIMETHYL)SILYL]OXY-2-METHYL-PROPOXY]-2-PYRAZOL-1-YL-PHENYL]-N-[(2,4-DIMETHOXYPHENYL)METHYL]CINNOLIN-4-AMINE